2-bromo-3,5-difluoro-4-(pyridin-4-yl)aniline BrC1=C(N)C=C(C(=C1F)C1=CC=NC=C1)F